Lauryl Margarate C(CCCCCCCCCCCCCCCC)(=O)OCCCCCCCCCCCC